5-chloro-2-(4-isobutyryl-1-piperazinyl)aniline ClC=1C=CC(=C(N)C1)N1CCN(CC1)C(C(C)C)=O